2-[2-(N-methyl-N-ethyl-amino)ethoxy]-N-pentyl-acetamide CN(CC)CCOCC(=O)NCCCCC